(R,E)-2-(5-chloro-4-(2-(3-cyano-4-(3-(5-((3-hydroxypyrrolidin-1-yl)methyl)picolinamido)-2-methylphenyl)pyridin-2-yl)vinyl)-2-methylbenzyl)-2-azaspiro[3.3]heptane-6-carboxylic acid ClC=1C(=CC(=C(CN2CC3(C2)CC(C3)C(=O)O)C1)C)\C=C\C1=NC=CC(=C1C#N)C1=C(C(=CC=C1)NC(C1=NC=C(C=C1)CN1C[C@@H](CC1)O)=O)C